N-(benzo[d][1,3]dioxol-5-yl)-4-((2,5-dimethylphenyl)sulfonamido)benzamide O1COC2=C1C=CC(=C2)NC(C2=CC=C(C=C2)NS(=O)(=O)C2=C(C=CC(=C2)C)C)=O